lithium 2-(5-((R)-3-((tert-butoxycarbonyl)((1-methylcyclopropyl)methyl)amino)piperidin-1-yl)pyridin-2-yl)propanoate C(C)(C)(C)OC(=O)N([C@H]1CN(CCC1)C=1C=CC(=NC1)C(C(=O)[O-])C)CC1(CC1)C.[Li+]